[Br-].C(CCC)[P+](CC(=O)NN)(CCCC)CCCC tributyl-(2-hydrazino-2-oxoethyl)phosphonium Bromide